CC1=CC(=CC(=N1)N1CC(CC1)C(=O)N)C(F)(F)F 1-(6-methyl-4-(trifluoromethyl)pyridin-2-yl)pyrrolidin-3-carboxamide